(S)-2,6-dichloro-4-(3-(3-(1-cyclopropyl-4-fluoro-1H-indazol-5-yl)-2-carbonyl-2,3-dihydro-1H-imidazol-1-yl)-4-methyl-4,5,6,7-tetrahydro-2H-pyrazolo[4,3-c]pyridin-2-yl)benzonitrile ClC1=C(C#N)C(=CC(=C1)N1N=C2C([C@@H](NCC2)C)=C1N1C(N(C=C1)C=1C(=C2C=NN(C2=CC1)C1CC1)F)=C=O)Cl